C(C)C1=CC=2C=CC(=NC2NC1=O)CN1CCN(CC1)C=1C=CC(=NC1)C(=O)NC 5-(4-((6-ethyl-7-oxo-7,8-dihydro-1,8-naphthyridin-2-yl)methyl)piperazin-1-yl)-N-methylpicolinamide